(5-(7H-pyrrolo[2,3-d]pyrimidin-5-yl)pyrazolo[1,5-a]pyridin-3-yl)(piperidin-1-yl)methanone N1=CN=CC2=C1NC=C2C2=CC=1N(C=C2)N=CC1C(=O)N1CCCCC1